C(C)(C)C1(C=CC=C1)[La](C1(C=CC=C1)C(C)C)C1(C=CC=C1)C(C)C tris(isopropyl-cyclopentadienyl)lanthanum (III)